CP1(C=CCC1)=O 1-methyl-2-phospholene 1-oxide